C(C)OC1=C(C=C(C=C1C)C=1C=C2CC(C(C2=CC1)NC(O[C@@H]1CN2CCC1CC2)=O)(CC)CC)C (S)-quinuclidin-3-yl (5-(4-ethoxy-3,5-dimethylphenyl)-2,2-diethyl-2,3-dihydro-1H-inden-1-yl)carbamate